1-((1-acetyl-3-fluoroazetidin-3-yl)methyl)-4-chloro-N-(3-fluoro-5-(phenylethynyl)pyridin-2-yl)-1H-pyrazole-5-carboxamide C(C)(=O)N1CC(C1)(F)CN1N=CC(=C1C(=O)NC1=NC=C(C=C1F)C#CC1=CC=CC=C1)Cl